NC=1C(NC(N(N1)C1=CC(=C(C(=C1)Cl)OC1=NNC(C=C1C1=CC=2N(C=C1)N=CC2)=O)Cl)=O)=O 6-amino-2-(3,5-dichloro-4-((6-oxo-4-(pyrazolo[1,5-a]pyridin-5-yl)-1,6-dihydropyridazin-3-yl)oxy)phenyl)-1,2,4-triazine-3,5(2H,4H)-dione